O=C1OC2=CC=CC=C2C=C1C(=O)OCCCSC1=CC(=NC2=CC=CC=C12)C1=CC=CC=C1 3-((2-phenylquinolin-4-yl)thio)propyl 2-oxo-2H-chromene-3-carboxylate